FC(NC(=O)NC(C)C)([C@]1(CN(CC1)C(C)(C)C=1C=NC(=CC1)C)CCC=1SC(=CC1)F)F |o1:9| (R or S)-1-(difluoro(3-(2-(5-fluorothiophen-2-yl)ethyl)-1-(2-(6-methylpyridin-3-yl)propan-2-yl)pyrrolidin-3-yl)methyl)-3-isopropylurea